FC12CC(C1)(C2)C(=O)NC=2C=CC(=NC2)C=2N=NN(C2NC(O[C@H](C)C=2C(=NC=CC2)Cl)=O)C (R)-1-(2-chloropyridin-3-yl)ethyl (4-(5-(3-fluorobicyclo[1.1.1]pentane-1-carboxamido)pyridin-2-yl)-1-methyl-1H-1,2,3-triazol-5-yl)carbamate